4-methyl-2-(tributylstannyl)-1,3-oxazole CC=1N=C(OC1)[Sn](CCCC)(CCCC)CCCC